N-(2-chloro-6-fluorophenyl)-4-methoxy-2-((3-methyl-4-(1-methylpiperidin-4-yl)phenyl)amino)pyrimidine-5-carboxamide ClC1=C(C(=CC=C1)F)NC(=O)C=1C(=NC(=NC1)NC1=CC(=C(C=C1)C1CCN(CC1)C)C)OC